N-(5-((1r,3r)-3-(((4-isopropylpyridazin-3-yl)oxy)methyl)cyclobutyl)-1H-pyrazol-3-yl)pyrazolo[1,5-a]pyrazin-4-amine C(C)(C)C1=C(N=NC=C1)OCC1CC(C1)C1=CC(=NN1)NC=1C=2N(C=CN1)N=CC2